N-(6-(1H-1,2,3-triazol-4-yl)pyridazin-3-yl)-4-hydroxy-2-(methylthio)-6-oxo-1,6-dihydropyrimidine-5-carboxamide N1N=NC(=C1)C1=CC=C(N=N1)NC(=O)C1=C(N=C(NC1=O)SC)O